(azetidin-3-yl)-5-(benzyloxy)-2-methylbenzofuran-3-carboxamide N1CC(C1)C1=C(C=CC2=C1C(=C(O2)C)C(=O)N)OCC2=CC=CC=C2